2-methyl-1-(3-methyl-piperazin-1-yl)propan-2-ol CC(CN1CC(NCC1)C)(C)O